2-(2,6-dioxopiperidin-3-yl)-5-(2-(2-(2-(4-(((E)-3-((E)-3-(4-nitrophenyl)allylidene)-2-oxoindolin-1-yl)methyl)phenoxy)ethoxy)ethoxy)ethoxy)isoindoline-1,3-dione O=C1NC(CCC1N1C(C2=CC=C(C=C2C1=O)OCCOCCOCCOC1=CC=C(C=C1)CN1C(/C(/C2=CC=CC=C12)=C/C=C/C1=CC=C(C=C1)[N+](=O)[O-])=O)=O)=O